C(CCC)/C(=C(/C(=O)[O-])\CCCC)/C(=O)[O-].[Sn+2].FC1=C(C(=C(C(=C1[B-](C1=C(C(=C(C(=C1F)F)F)F)F)(C1=C(C(=C(C(=C1F)F)F)F)F)C1=C(C(=C(C(=C1F)F)F)F)F)F)F)F)F.C(CCCCCCCCCCC)C1=CC=C(C=C1)[I+]C1=CC=C(C=C1)CCCCCCCCCCCC bis(4-n-dodecylphenyl)iodonium tetrakis(pentafluorophenyl)borate tin dibutyl-maleate